3-chloro-N-((4-chloro-2-(cyclohexyl)-6-methylphenyl)thiocarbamoyl)-5-(trifluoromethyl)picolinamide ClC=1C(=NC=C(C1)C(F)(F)F)C(=O)NC(NC1=C(C=C(C=C1C)Cl)C1CCCCC1)=S